[O-]CCC.[Y+3].[O-]CCC.[O-]CCC yttrium (III) n-propoxide